tert-butyl (4R)-2,2-dimethyl-4-[(4,4,5,5-tetramethyl-1,3,2-dioxaborolan-2-yl)methyl]-1,3-oxazolidine-3-carboxylate CC1(OC[C@H](N1C(=O)OC(C)(C)C)CB1OC(C(O1)(C)C)(C)C)C